OC1=C(C(=O)N)C=CC=C1 HydroxyBenzamide